8-[(1R)-1-aminoethyl]-6-methyl-2-(1-piperidinyl)chromen-4-one N[C@H](C)C=1C=C(C=C2C(C=C(OC12)N1CCCCC1)=O)C